p-methylaminophenylhydrazine hydrochloride Cl.CNC1=CC=C(C=C1)NN